The molecule is a member of the class of dibenzofurans that is dibenzo[b,d]furan substituted by a 3,4-dihydroxyphenyl group at position 3, hydroxy groups at positions 1, 7 and 8 and a methoxy group at position 4. It has been isolated from the culture of the mangrove endophytic fungus Penicillium chermesinum. It has a role as an EC 3.1.1.7 (acetylcholinesterase) inhibitor and a Penicillium metabolite. It is an aromatic ether, a member of dibenzofurans and a polyphenol. COC1=C2C(=C(C=C1C3=CC(=C(C=C3)O)O)O)C4=CC(=C(C=C4O2)O)O